4-tert-butyl-2-(2-fluorophenyl)oxazoline C(C)(C)(C)C1N=C(OC1)C1=C(C=CC=C1)F